5-(1-fluoro-3-hydroxy-7-(4-methylpentyl)-5,6,7,8-tetrahydronaphthalen-2-yl)-1,2,5-thiadiazolidin-3-one 1,1-dioxide ammonium salt [NH4+].FC1=C(C(=CC=2CCC(CC12)CCCC(C)C)O)N1CC(NS1(=O)=O)=O